C1(=NN=CC2=CC=CC=C12)C(=O)O diazanaphthalene-1-carboxylic acid